COS(=O)(=O)[O-].OC(C)[N+](CC(COCCCCCCCCCCCC)O)(C(C)O)C N,N-bis(alpha-hydroxyethyl)-N-(3'-dodecyloxy-2'-hydroxypropyl)methyl-ammonium methyl-sulfate salt